{3-[4-(fluoromethoxy)phenyl]pyrrolidine-1-carbonyl}-6-methyl-N-(1-methylcyclopropyl)furo[2,3-d]pyrimidin-4-amine FCOC1=CC=C(C=C1)C1CN(CC1)C(=O)C=1N=C(C2=C(N1)OC(=C2)C)NC2(CC2)C